2-dimethylamino-2-(4-methylbenzyl)-1-(4-morpholin-4-yl-phenyl)butan-1-one CN(C(C(=O)C1=CC=C(C=C1)N1CCOCC1)(CC)CC1=CC=C(C=C1)C)C